6-(4-bromophenyl)-1,4-benzoxazinoimidazole BrC1=CC=C(C=C1)C1=CC2=C(N=C3C(=NC=N3)O2)C=C1